methyl 2-((tert-butoxycarbonyl) amino)-7-(2-(naphthalen-1-yl) phenoxy)-1,2,3,4-tetrahydronaphthalen-2-carboxylate C(C)(C)(C)OC(=O)NC1(CC2=CC(=CC=C2CC1)OC1=C(C=CC=C1)C1=CC=CC2=CC=CC=C12)C(=O)OC